CO[C@H](CCCCCCC(C(=O)OCC)(C)C)[C@@H](CCCCCCC(C(=O)OCC)(C)C)OC diethyl (9R,10R)-9,10-dimethoxy-2,2,17,17-tetramethyloctadecanedioate